C(C1=CC=CC=C1)(=O)[O-].[NH2+]1CCCCC1 piperidinium benzoate salt